4-((2'-(((1-(3,5-bis(trifluoromethyl)phenyl)-1-hydroxypropan-2-yl)(isopropyl)amino)methyl)-6-Methoxy-4,4'-bis(trifluoromethyl)-[1,1'-biphenyl]-3-yl)oxy)butanoic acid FC(C=1C=C(C=C(C1)C(F)(F)F)C(C(C)N(C(C)C)CC1=C(C=CC(=C1)C(F)(F)F)C1=CC(=C(C=C1OC)C(F)(F)F)OCCCC(=O)O)O)(F)F